COC1=CC=C(CN2C(C3=CC=CC=C3C2=O)CC=2C(=NC=CC2C)C#N)C=C1 3-((2-(4-methoxybenzyl)-3-oxoisoindolin-1-yl)methyl)-4-methylpicolinonitrile